Cl.CNC[C@@H]1OCCC2=CC(=CC=C12)C1=NC=CC=N1 (R)-N-Methyl-1-(6-(pyrimidin-2-yl)isochroman-1-yl)methanamine hydrochloride salt